FC(C1CN(C1)C=1N=C2N(C(C1C)=O)C=C(C=C2[C@@H](C)NC2=C(C(=O)O)C=CC=C2)C)F (R)-2-((1-(2-(3-(difluoromethyl)azetidin-1-yl)-3,7-dimethyl-4-oxo-4H-pyrido[1,2-a]pyrimidin-9-yl)ethyl)amino)benzoic acid